C(C)(C)[C@]1(S)[C@H](O)[C@@H](O)[C@@H](O)[C@H](O1)CO isopropyl-1-thio-β-galactose